zinc-lead-copper oxide [Cu]=O.[Pb].[Zn]